2-(diethoxymethyl)-3-(1-(3,4-dimethoxyphenyl)-2-nitroethyl)pyridine C(C)OC(C1=NC=CC=C1C(C[N+](=O)[O-])C1=CC(=C(C=C1)OC)OC)OCC